NS(=O)(=O)NC1CCN(CC1)C1=C(C=C(C=C1)F)NC(=O)C=1N=C(C=2N(C1)C=CN2)OCC N-(2-{4-[(aminosulfonyl)amino]hexahydropyridin-1-yl}-5-fluorophenyl)-8-ethoxyimidazo[3,2-a]pyrazine-6-carboxamide